Lithium (R)-5-(8-(4-methyl-2-oxo-8-(2,2,2-trifluoroethyl)-2,3,4,5-tetrahydro-1H-benzo[b][1,4]diazepin-6-yl)isoquinolin-3-yl)picolinate C[C@H]1NC2=C(NC(C1)=O)C=C(C=C2C=2C=CC=C1C=C(N=CC21)C=2C=CC(=NC2)C(=O)[O-])CC(F)(F)F.[Li+]